N-hydroxy-3-((4-(trifluoromethyl)phenyl)amino)pyrazine-2-carboxamidine ONC(=N)C1=NC=CN=C1NC1=CC=C(C=C1)C(F)(F)F